C1(CCCC1)C(C(=O)N1[C@@H](C[C@H](C1)O)C(=O)NCC1=CC=C(C=C1)C1=C(N=CS1)C)C (2S,4R)-1-(2-cyclopentylpropanoyl)-4-hydroxy-N-(4-(4-methylthiazol-5-yl)benzyl)pyrrolidine-2-carboxamide